C(C)[C@H]1C(C1)[C@@H](C)O (1R,2R)-2-ethyl-cyclopropylethanol